(2R,4R)-1-(3-chloro-2-fluorobenzyl)-4-((3'-chloro-3-methyl-6'-((5-methyl-1H-pyrazol-3-yl)amino)-[2,4'-bipyridin]-2'-yl)methyl)-2-methylpiperidine-4-carboxylic acid ClC=1C(=C(CN2[C@@H](C[C@@](CC2)(C(=O)O)CC2=NC(=CC(=C2Cl)C2=NC=CC=C2C)NC2=NNC(=C2)C)C)C=CC1)F